FC(C=1C=C(C=C(C1)C(F)(F)F)[C@H]([C@H](C)NCC1=C(C=CC(=C1)C(F)(F)F)C1=CC(=C(C=C1OC)C)OCCCC(=O)O)O)(F)F 4-((2'-((((1R,2S)-1-(3,5-bis(trifluoromethyl)phenyl)-1-hydroxypropan-2-yl)amino)methyl)-6-Methoxy-4-methyl-4'-(trifluoromethyl)-[1,1'-biphenyl]-3-yl)oxy)butanoic acid